FC(C=1C(=C(C=CC1)[C@@H](C)NC1=C(C(=NC(=N1)OC)C(C(=O)NC1(CC1)C)C)C1OCCO1)F)F 2-(6-(((R)-1-(3-(difluoromethyl)-2-fluorophenyl)ethyl)amino)-5-(1,3-dioxolane-2-yl)-2-methoxypyrimidin-4-yl)-N-(1-methylcyclopropyl)propanamide